methyl 4-((6-cyano-1-methyl-2-oxo-1,2-dihydro-1,5-naphthyridin-4-yl) (cyclopropylmethyl)amino)benzoate C(#N)C=1N=C2C(=CC(N(C2=CC1)C)=O)N(C1=CC=C(C(=O)OC)C=C1)CC1CC1